CC1=CC=C(C=C1)C=C(C(=O)OC)C(=O)OC dimethyl (4-methylphenylmethylene)malonate